C(C)(C)(C)C1=CC=2C(C3=CC(=CC=C3C2C=C1)C(C)(C)C)=C=C(C)C 2,7-di-tert-butyl-9-(2-methylpropan-1-en-1-ylidene)-9H-fluorene